4-(4-(chloromethyl)benzyl)piperazine ClCC1=CC=C(CN2CCNCC2)C=C1